2-(2-fluoro-4-(pyrrolidin-2-yl)phenyl)imidazo[2',1':2,3]thiazolo[4,5-c]pyridine-7-carboxamide FC1=C(C=CC(=C1)C1NCCC1)C=1N=C2SC3=C(C=NC(=C3)C(=O)N)N2C1